3,3'-Undecylenebis{1-[3-(triethoxysilyl)propyl]-5-amino-1,2,4-triazole} C(CCCCCCCCCCC1=NN(C(=N1)N)CCC[Si](OCC)(OCC)OCC)C1=NN(C(=N1)N)CCC[Si](OCC)(OCC)OCC